C(C)(C)(C)N1C=C(C=C1)C(=O)NCC1=NC(=NO1)C=1N(C2=CC=CC(=C2C1)NC1CC=2N(CC1)C=CN2)CC(F)(F)F 1-tert-butyl-N-({3-[4-({5H,6H,7H,8H-imidazo[1,2-a]pyridin-7-yl}amino)-1-(2,2,2-trifluoroethyl)-1H-indol-2-yl]-1,2,4-oxadiazol-5-yl}methyl)-1H-pyrrole-3-carboxamide